CC(CCN1CC2(CCC1)CCN(CC2)S(=O)(=O)C=2C=CC(=NC2)N2C(CCC2)=O)(C)C 1-(5-((2-(3,3-Dimethylbutyl)-2,9-diazaspiro[5.5]undecan-9-yl)sulfonyl)pyridin-2-yl)pyrrolidin-2-one